[Pd+2].ClC(C(C)(C)[PH+](C1=CC=C(C=C1)N(C)C)C(C)(C)C)Cl dichloro-di-tert-butyl-(4-dimethylaminophenyl)phosphonium palladium(II)